butenoic anhydride C(C=CC)(=O)OC(C=CC)=O